2-fluoro-7-((trifluoromethyl)sulfonyl)-2,3-dihydro-1H-inden-1-ol FC1C(C2=C(C=CC=C2C1)S(=O)(=O)C(F)(F)F)O